(R)-[(3R)-7-(1-methylpyrazol-4-yl)-2,3-dihydro-1H-pyrido[2,3-b][1,4]oxazin-3-yl]-phenyl-methanamine CN1N=CC(=C1)C1=CC2=C(O[C@H](CN2)[C@H](N)C2=CC=CC=C2)N=C1